N1CCC(CC1)C1N(C2=CC=CC=C2N(C1)C1=NC=CN=C1)C(=O)OCCCC1=CC=C(C=C1)OCC1=CC=C(C=C1)OC 3-(4-((4-methoxybenzyl)oxy)phenyl)propan-1-ol Piperidine-4-yl-4-(pyrazine-2-yl)-3,4-dihydroquinoxaline-1(2H)-carboxylate